CC1=C(CNC=2C=3N(C=C(C2)NC(N(C)C)=O)C(=C(N3)C)C)C(=CC=C1)C 3-(8-((2,6-dimethylbenzyl)amino)-2,3-dimethylimidazo[1,2-a]pyridin-6-yl)-1,1-dimethylurea